trans-1-fluoro-1-nonene F\C=C\CCCCCCC